N'-(3-diphenylphosphorylcarbonyl-2,4,6-trimethylphenyl)-N-[2-(ethylamino)ethyl]Oxamide C1(=CC=CC=C1)P(=O)(C1=CC=CC=C1)C(=O)C=1C(=C(C(=CC1C)C)NC(C(NCCNCC)=O)=O)C